C(C1=CC=CC=C1)NC1CCC(CC1)NC1=NC=C(C(=N1)C=1C=NN(C1CC1CC1)C)Cl (1R,4R)-N1-benzyl-N4-(5-chloro-4-(5-(cyclopropyl-methyl)-1-methyl-1H-pyrazol-4-yl)pyrimidin-2-yl)cyclohexane-1,4-diamine